4-(6-phosphonohexyl)styrene P(=O)(O)(O)CCCCCCC1=CC=C(C=C)C=C1